C(C=C)OCC=C.[K] potassium allyloxide